4-(1-((2-((6-azaspiro[3.4]octan-6-yl)methyl)-1H-indol-6-yl)methyl)-1H-1,2,3-triazol-4-yl)-6-bromo-1H-indazole C1CCC12CN(CC2)CC=2NC1=CC(=CC=C1C2)CN2N=NC(=C2)C2=C1C=NNC1=CC(=C2)Br